β,β,β-Trifluoroalanine FC([C@H](N)C(=O)O)(F)F